BrC1=CC(=C(C=C1)CC(=O)OC)[N+](=O)[O-] methyl 2-(4-bromo-2-nitrophenyl)acetate